carbamic acid, 1-methylcyclobutyl ester C(N)(OC1(CCC1)C)=O